6-(4-(trifluoromethoxy)phenyl)nicotinaldehyde FC(OC1=CC=C(C=C1)C1=NC=C(C=O)C=C1)(F)F